C(CCCC)(=O)ONC(C(F)(F)F)C1=CC(=C(C=C1)B1OC(C(O1)(C)C)(C)C)F ((2,2,2-trifluoro-1-(3-fluoro-4-(4,4,5,5-tetramethyl-1,3,2-dioxaborolan-2-yl) phenyl) ethyl) amino) pentanoate